CC(C(N1CCCCC1)=O)OC1=CC=C2C(=CC(OC2=C1)=O)C1=C(C=CC=C1)C 7-[1-methyl-2-oxo-2-(1-piperidinyl)ethoxy]-4-(o-tolyl)chromen-2-one